4-(4-((1R,5S)-3,8-diazabicyclo[3.2.1]octan-3-yl)-8-fluoro-2-(((2R,7aS)-2-fluorotetrahydro-1H-pyrrolizin-7a(5H)-yl)methoxy)quinazolin-7-yl)-7-fluorobenzo[d]thiazol-2-amine [C@H]12CN(C[C@H](CC1)N2)C2=NC(=NC1=C(C(=CC=C21)C2=CC=C(C1=C2N=C(S1)N)F)F)OC[C@]12CCCN2C[C@@H](C1)F